C(#N)C=1C=C(C=C2CCN(C12)C(CC1=CC=C(OC2=C(C(=O)N)C=CC=N2)C=C1)=O)OC 2-(4-(2-(7-cyano-5-methoxyindolin-1-yl)-2-oxoethyl)phenoxy)nicotinamide